(S)-4-(((S)-3-fluoro-2-methoxypropyl)(4-(5,6,7,8-tetrahydro-1,8-naphthyridin-2-yl)butyl)amino)-2-(1-(3-methylpyrazin-2-yl)cyclopropane-1-carboxamido)butanoic acid FC[C@H](CN(CC[C@@H](C(=O)O)NC(=O)C1(CC1)C1=NC=CN=C1C)CCCCC1=NC=2NCCCC2C=C1)OC